4-tert-butyl-1,1'-biphenyl C(C)(C)(C)C1=CC=C(C=C1)C1=CC=CC=C1